BrC1=CC=C(C(=C1)NC(COC)C)N 5-bromo-N1-(1-methoxypropan-2-yl)benzene-1,2-diamine